C(#C)C=1N(C2=CC=C(C(=C2C1)C)C=O)CCN1C(NCC1)=O 2-ethynyl-4-methyl-1-[2-(2-oxoimidazolidin-1-yl)ethyl]-1H-indole-5-carbaldehyde